1-(4-(benzyloxy)phenyl)cyclobutanol C(C1=CC=CC=C1)OC1=CC=C(C=C1)C1(CCC1)O